O1CCN(CCC1)C1=NC=CC(=N1)N (1,4-oxazepan-4-yl)pyrimidin-4-amine